tert-butyl ((4-cyano-1-(prop-2-yn-1-yl)piperidin-4-yl)methyl)carbamate C(#N)C1(CCN(CC1)CC#C)CNC(OC(C)(C)C)=O